ClC1=CC(=C(COP2(OCC3=C(O2)C=C(O3)N3C(NC(C(=C3)F)=O)=O)=O)C=C1)F 1-((4AR,6R,7aS)-2-(4-chloro-2-fluorobenzyloxy)-2-oxo-4H-furo[3,2-d][1,3,2]dioxaphosphorin-6-yl)-5-fluoropyrimidine-2,4(1H,3H)-dione